FC1=C(COC2=NC=3CN(CCC3C=C2I)C(=O)OC(C)(C)C)C(=CC(=C1)C)F tert-butyl 2-((2,6-difluoro-4-methylbenzyl)oxy)-3-iodo-5,8-dihydro-1,7-naphthyridine-7(6H)-carboxylate